tert-butyl 3-(4-(4-(3-acrylamidophenylamino)-5-fluoropyrimidin-2-ylamino)phenoxy)propylcarbamate C(C=C)(=O)NC=1C=C(C=CC1)NC1=NC(=NC=C1F)NC1=CC=C(OCCCNC(OC(C)(C)C)=O)C=C1